3-phenylfluoranthene C1(=CC=CC=C1)C=1C=CC=2C3=CC=CC=C3C3=CC=CC1C23